N-(6-chloro-2-ethyl-1,2,3,4-tetrahydronaphthalen-1-yl)-2-oxo-6-(trifluoromethyl)-1,2-dihydropyridine-3-carboxamide ClC=1C=C2CCC(C(C2=CC1)NC(=O)C=1C(NC(=CC1)C(F)(F)F)=O)CC